C(C1=CC=CC=C1)OCC(CC1=C(C=C(C=C1)C)Cl)=O 1-(benzyloxy)-3-(2-chloro-4-methylphenyl)propan-2-one